(S)-3-chloro-1-(thiophen-3-yl)propan-1-ol ClCC[C@H](O)C1=CSC=C1